O[C@@H]([C@@H]([C@@H](CO)O)O)C=1N=C(NC1)C(C)=NO 1-(4-((1R,2S,3R)-1,2,3,4-tetrahydroxybutyl)-1H-imidazol-2-yl)ethanone oxime